6-acetyl-8-cyclopentyl-2-((5-(1-(4-(hydroxymethyl)benzyl)piperidin-4-yl)pyridin-2-yl)amino)-5-methylpyrido[2,3-d]pyrimidin-7(8H)-one C(C)(=O)C1=C(C2=C(N=C(N=C2)NC2=NC=C(C=C2)C2CCN(CC2)CC2=CC=C(C=C2)CO)N(C1=O)C1CCCC1)C